2-(methylthio)-4-((tetrahydro-2H-pyran-4-yl)amino)pyrimidine-5-carboxylic acid ethyl ester C(C)OC(=O)C=1C(=NC(=NC1)SC)NC1CCOCC1